[OH-].C(C=C)[N+](C)(C)CC=C diallyl-dimethylammonium hydroxide